ClC=1C(=CC(=C(C1)NC(=O)N1[C@H]2CC[C@@H]1CC=1C(=NC=CC12)F)F)C(F)(F)F (5S,8R)-N-(5-chloro-2-fluoro-4-(trifluoromethyl)phenyl)-1-fluoro-6,7,8,9-tetrahydro-5H-5,8-epiminocyclohepta[c]pyridine-10-carboxamide